OC=1C=C(C=CC1N)C1(CC=CC=C1)C1=CC(=C(C=C1)N)O 2,2-bis(3-hydroxy-4-aminophenyl)benzene